(4R)-N-(2-(dihexylamino)ethyl)-4-((3R,8R,9S,10S,13R,14S,17R)-3-hydroxy-10,13-dimethylhexadecahydro-1H-cyclopenta[a]phenanthren-17-yl)pentanamide C(CCCCC)N(CCNC(CC[C@@H](C)[C@H]1CC[C@H]2[C@@H]3CCC4C[C@@H](CC[C@@]4([C@H]3CC[C@]12C)C)O)=O)CCCCCC